(R)-3-amino-4-cyclopropyl-6-(4-fluoro-3-(5-(3-hydroxy-1-methyl-2-oxopyrrolidin-3-yl)isoxazol-3-yl)phenyl)pyridine NC=1C=NC(=CC1C1CC1)C1=CC(=C(C=C1)F)C1=NOC(=C1)[C@]1(C(N(CC1)C)=O)O